C(C)N1[C@@H](CCC1)CCNC1=C(C=CC=C1)S(=O)(=O)NC1=C(C2=C([C@@H]3[C@H](CO2)C3)C=C1)C(=O)O |&1:24,25| (1aRS,7bSR)-5-{2-[2-((S)-1-ethylpyrrolidin-2-yl)ethylamino]-benzenesulfonyl-amino}-1,1a,2,7b-tetrahydrocyclopropa-[c]benzopyran-4-carboxylic acid